ClC1=C(C=CC=C1)C1=CC=2C(C(C3=CC=CC=C3C2C=C1)(C)C)(C)C 2-(2-chlorophenyl)-9,9,10,10-tetramethyl-9,10-dihydrophenanthrene